ClC1=NN2C=3CC(CNC3C=NC2=C1)(C)C 4-chloro-12,12-dimethyl-2,3,7,10-tetraazatricyclo[7.4.0.02,6]trideca-1(9),3,5,7-tetraen